C(\C=C(\C)/CCC=C(C)C)[C@@](C(=O)O)(CCC(=O)O)C.C[C@H](C(=O)O)CC (S)-2-methylbutyrate [neryl (S)-2-methylglutarate]